C1(=CC=CC=C1)C=[Hf](C1=C(C(=CC=2C3=CC=CC=C3CC12)C)C)(C1C=CC=C1)=CC1=CC=CC=C1 bisphenylmethylene(cyclopentadienyl)(dimethylfluorenyl)hafnium